(4-((1-methyl-1H-pyrazol-5-yl)methyl)piperidin-4-yl)-5-(piperidin-1-ylmethyl)-5,6-dihydro-1,4,2-dioxazine CN1N=CC=C1CC1(CCNCC1)C1=NOCC(O1)CN1CCCCC1